BrC1=CSC2=C1N=C(N=C2O[C@@H](C(F)(F)F)C2=C(C=C(C=C2)Cl)N2N=C(C=C2)C)NCC2=CC=C(C=C2)OC (R)-7-bromo-4-(1-(4-chloro-2-(3-methyl-1H-pyrazol-1-yl)phenyl)-2,2,2-trifluoroethoxy)-N-(4-methoxybenzyl)thieno[3,2-d]pyrimidin-2-amine